1-[2-Chloro-6-(difluoromethoxy)-4-(1,1,1,2,3,3,3-heptafluoropropan-2-yl)phenyl]-1H-pyrazole ClC1=C(C(=CC(=C1)C(C(F)(F)F)(C(F)(F)F)F)OC(F)F)N1N=CC=C1